ClC1=CC=C(C=C1)NC1CC1 N-(4-chlorophenyl)cyclopropylamine